2-(5-Fluorobenzo[b]thiophen-3-yl)acetonitrile FC1=CC2=C(SC=C2CC#N)C=C1